C(CCCCCCCCCCCCCCC)(=O)C([C@](N)(C(=O)O)C(CCCCCCCCCCCCCCC)=O)(SCC(O)CO)C(CCCCCCCCCCCCCCC)=O tri-palmitoyl-S-glyceryl-cysteine